9H-pyrido[3,4-b]indole-1-carboxylic acid methyl ester COC(=O)C1=NC=CC2=C1NC1=CC=CC=C21